N-methyl-d3-perfluoro-1-octanesulfonamide C(NS(=O)(=O)C(C(C(C(C(C(C(C(F)(F)F)(F)F)(F)F)(F)F)(F)F)(F)F)(F)F)(F)F)([2H])([2H])[2H]